2-(1-acetylazetidin-3-yl)-6-chloro-4-nitroisoindoline-1,3-dione C(C)(=O)N1CC(C1)N1C(C2=CC(=CC(=C2C1=O)[N+](=O)[O-])Cl)=O